bis-(2,4-di-t-butyl-phenyl)pentaerythritol C(C)(C)(C)C1=C(C=CC(=C1)C(C)(C)C)C(O)(C(CO)(CO)CO)C1=C(C=C(C=C1)C(C)(C)C)C(C)(C)C